2-amino-1-(3-methoxycarbonyl-l-2-thioureido)-4-(2,2,2-trifluoroethylthio)benzene disodium N-(5-chlorosalicyloyl)-8-aminocaprylate ClC1=CC=C(C(C(=O)NCCCCCCCC(=O)[O-])=C1)O.[Na+].[Na+].NC1=C(C=CC(=C1)SCC(F)(F)F)NC(=S)NC(=O)OC.ClC1=CC=C(C(C(=O)NCCCCCCCC(=O)[O-])=C1)O